8-chloro-3-(4-methoxyphenyl)imidazo[1,2-a]Pyrazine ClC=1C=2N(C=CN1)C(=CN2)C2=CC=C(C=C2)OC